FC1=CC(=C(C=C1)C1=NC(=NC=N1)NC1=CC(=CC=C1)C[S@@](=O)(=N)C)OC 4-(4-fluoro-2-methoxyphenyl)-N-{3-[(R-methylsulfonimidoyl)methyl]phenyl}-1,3,5-triazin-2-amine